FC(C(=O)N1CCC(CC1)O)(F)C1=CC=C(S1)C(=O)NC1=CC(=C(C=C1)F)C 5-(1,1-difluoro-2-(4-hydroxypiperidin-1-yl)-2-oxoethyl)-N-(4-fluoro-3-methylphenyl)thiophene-2-carboxamide